NC=1C=CC(=C(C(=O)[O-])C1)Cl 5-amino-2-chloro-benzoate